FC1=C(C=C(C=C1)F)C1=NOC(=C1)CO[C@@H]([C@@](CN1N=CN=C1)(O)C1=C(C=C(C=C1)F)F)C (2R,3R)-3-((3-(2,5-difluorophenyl)isoxazol-5-yl)-methoxy)-2-(2,4-difluorophenyl)-1-(1H-1,2,4-triazol-1-yl)butan-2-ol